C1(=CC=CC=C1)C1=C(O)C=CC(=C1)C(C)(C)C1=CC=C(C=C1)O phenylbisphenol A